C(#N)C=1C=C(C=C2CC(CC12)CNCCC1CN(C(O1)=O)C1=NC2=C(OCC(N2)=O)N=C1)NC(=O)[C@H]1NC[C@@H](C1)O (2S,4R)-N-[7-cyano-2-[[2-[2-oxo-3-(3-oxo-4H-pyrazino[2,3-b][1,4]oxazin-6-yl)oxazolidin-5-yl]ethylamino]methyl]indan-5-yl]-4-hydroxy-pyrrolidine-2-carboxamide